1-(4,6-dimethoxypyridin-3-yl)-5-(propan-2-yl)-1H-pyrrole-3-carboxamide COC1=C(C=NC(=C1)OC)N1C=C(C=C1C(C)C)C(=O)N